FC1([C@@H]2[C@@H](N([C@H](C1)CC2)C(=O)C2(C1=CC=CC=C1C=1C=CC=CC21)O)C(=O)N[C@H](C[C@@H]2C(NCC2)=O)\C=C(/S(=O)(=O)C)\F)F (1S,3R,4S)-5,5-difluoro-N-((R,Z)-4-fluoro-4-(methylsulfonyl)-1-((R)-2-oxopyrrolidin-3-yl)but-3-en-2-yl)-2-(9-hydroxy-9H-fluorene-9-carbonyl)-2-azabicyclo[2.2.2]octane-3-carboxamide